(1R,5S,6r)-N-(2-(1-Methyl-1H-indazol-3-yl)propan-2-yl)-3-azabicyclo[3.1.0]hexane-6-carboxamide succinate C(CCC(=O)O)(=O)O.CN1N=C(C2=CC=CC=C12)C(C)(C)NC(=O)C1[C@H]2CNC[C@@H]12